C(C(C)C)OC=1C(=NN(C(C1)=O)CC(=O)NC12CC(C1)(C2)S(=O)(=O)CCC)C(C)C 2-(4-isobutoxy-3-isopropyl-6-oxopyridazin-1(6H)-yl)-N-(3-(propylsulfonyl)bicyclo[1.1.1]pentan-1-yl)acetamide